C(CC)NC(O[C@H]1C[C@H](CC1)C1=CC(=NN1)NC(CC1=CC(=NO1)C)=O)=O (1R,3S)-3-(3-{[(3-methyl-1,2-oxazol-5-yl)acetyl]-amino}-1H-pyrazol-5-yl)cyclopentyl propyl-carbamate